N-(4-(4-(5-chloropyridin-2-yl)piperazin-1-yl)phenyl)-4-methoxybenzamide ClC=1C=CC(=NC1)N1CCN(CC1)C1=CC=C(C=C1)NC(C1=CC=C(C=C1)OC)=O